BrC(=C)C1=NN(C2=CN=CC=C21)C2OCCCC2 (1-bromovinyl)-1-(tetrahydro-2H-pyran-2-yl)-1H-pyrazolo[3,4-c]pyridine